Cl.FC1=C(C=CC=C1)C=1N(C=C(C1)CNC)S(=O)(=O)C=1C=C(C=NC1)SCC(=O)NC ((5-((2-(2-fluorophenyl)-4-((methylamino)methyl)-1H-pyrrol-1-yl)sulfonyl)pyridin-3-yl)Thio)-N-methylacetamide hydrochloride